C1(=CC=CC2=CC=CC=C12)N(C(N)=N)C#N N3-alpha-naphthyl-N'-cyanoguanidine